1-pentenyl-boric acid C(=CCCC)OB(O)O